NC1=C2C(N(C(C2=CC=C1)=O)C(CS(=O)(=O)C)C1=NC(=C(C=C1)OC)OCC)=O 4-amino-2-(1-(6-ethoxy-5-methoxypyridin-2-yl)-2-(methylsulfonyl)ethyl)isoindoline-1,3-dione